FC1=C(C=CC=C1)C1=CC=C2CC(C(C2=C1)NC(O[C@@H]1CN2CCC1CC2)=O)(C)C (S)-quinuclidin-3-yl (6-(2-fluorophenyl)-2,2-dimethyl-2,3-dihydro-1H-inden-1-yl)carbamat